3-(3-(((R)-2-Ethyl-2,3-dihydrobenzo[f][1,4]oxazepin-4(5H)-yl)methyl)-4-methylphenyl)-3-(1-methyl-1H-benzo[d][1,2,3]triazol-5-yl)propanoic acid C(C)[C@H]1OC2=C(CN(C1)CC=1C=C(C=CC1C)C(CC(=O)O)C1=CC3=C(N(N=N3)C)C=C1)C=CC=C2